((5R,9S)-2-Methyl-3-(3,4,5-trifluorophenyl)-4,5,6,7,8,9-hexahydro-2H-5,9-epiminocycloocta[c]pyrazol-10-yl)(quinolin-6-yl)methanone CN1N=C2C(=C1C1=CC(=C(C(=C1)F)F)F)C[C@H]1CCC[C@@H]2N1C(=O)C=1C=C2C=CC=NC2=CC1